FC1=C2C=NN(C3(C(=NN(C3=O)C3=CC=CC=C3)C)C2=CC=C1)C(C=C(C)C)=O 5-Fluoro-3'-methyl-2-(3-methylbut-2-enoyl)-1'-phenyl-2H-spiro[phthalazine-1,4'-pyrazol]-5'(1'H)-one